N-(4-cyclobutyl-1-methyl-5-(4-(trifluoromethoxy)phenyl)-1H-pyrazol-3-yl)-3,3-difluoro-1-methylcyclobutane-1-carboxamide C1(CCC1)C=1C(=NN(C1C1=CC=C(C=C1)OC(F)(F)F)C)NC(=O)C1(CC(C1)(F)F)C